3-{4-[(2S)-1-cyclopropanecarbonyl-5-(4-fluorophenoxy)-2-methyl-1,2,3,4-tetrahydroquinolin-6-yl]-1H-pyrazol-1-yl}-1λ6-thiane-1,1-dione C1(CC1)C(=O)N1[C@H](CCC2=C(C(=CC=C12)C=1C=NN(C1)C1CS(CCC1)(=O)=O)OC1=CC=C(C=C1)F)C